N-(4-fluoro-3-methylphenyl)-1,2,4-trimethyl-5-(2-((2-(5-methylthiazol-2-yl)propan-2-yl)amino)-2-oxoacetyl)-1H-pyrrole-3-carboxamide FC1=C(C=C(C=C1)NC(=O)C1=C(N(C(=C1C)C(C(=O)NC(C)(C)C=1SC(=CN1)C)=O)C)C)C